CC(CCC)C(CCCC)C 4,5-dimethylnonane